3-(5-Amino-2-(hydroxymethyl)-[1,2,4]triazolo[1,5-c]pyrimidin-7-yl)benzonitrile NC1=NC(=CC=2N1N=C(N2)CO)C=2C=C(C#N)C=CC2